8-amino-7-(3-hydroxy-2,6-dimethylphenyl)-7H-imidazo[1,2-c]pyrrolo[3,2-e]pyrimidine-9-carboxamide NC1=C(C=2C=3N(C=NC2N1C1=C(C(=CC=C1C)O)C)C=CN3)C(=O)N